6-[2-[6-(2-hexyldecanoyloxy)hexoxy]-3-[2-[2-[2-(2-hydroxyethoxy)ethoxy]ethoxy]ethoxy] propoxy]hexyl 2-hexyldecanoate C(CCCCC)C(C(=O)OCCCCCCOCC(COCCOCCOCCOCCO)OCCCCCCOC(C(CCCCCCCC)CCCCCC)=O)CCCCCCCC